5-(3-{[(tert-butyldimethylsilyl)oxy]methyl}-2-fluorophenyl)-2-(3,3-dimethylazetidin-1-yl)-3-fluoropyridine [Si](C)(C)(C(C)(C)C)OCC=1C(=C(C=CC1)C=1C=C(C(=NC1)N1CC(C1)(C)C)F)F